1,2,4,5-tetra(oxazolinyl)benzene N-dodecyl-N,N-dimethyl-3-ammonio-1-propanesulfonate C(CCCCCCCCCCC)[N+](CCCS(=O)(=O)[O-])(C)C.O1C(=NCC1)C1=C(C=C(C(=C1)C=1OCCN1)C=1OCCN1)C=1OCCN1